4-(3-oxocyclobutyl)picolinonitrile O=C1CC(C1)C1=CC(=NC=C1)C#N